N-[7-(2-chloro-5-fluorophenyl)-3-methyl-2,9-dioxo-1,2,3,7,8,9-hexahydro[1,4]oxazino[3,2-e]isoindol-6-yl]-5-fluoro-3-(trifluoromethyl)benzamide ClC1=C(C=C(C=C1)F)C1NC(C2=C3C(=CC(=C12)NC(C1=CC(=CC(=C1)F)C(F)(F)F)=O)OC(C(N3)=O)C)=O